COC1=CC=C(C=C1)N1N=C(NC1=O)[C@@H]1CN(CCC1)CCC1=NC=CC=C1 (s)-2-(4-methoxyphenyl)-5-(1-(2-(pyridin-2-yl)ethyl)piperidin-3-yl)-2,4-dihydro-3H-1,2,4-triazol-3-one